4-(6-cyclohexylmethoxy-9h-purin-2-ylamino)-benzamide C1(CCCCC1)COC1=C2N=CNC2=NC(=N1)NC1=CC=C(C(=O)N)C=C1